2-[[6-Bromo-2-[[(2S)-2-methylpyrrolidin-1-yl]methyl]pyrrolo[3,2-b]pyridin-1-yl]methoxy]-ethyl-trimethyl-silane BrC=1C=C2C(=NC1)C=C(N2COCC[Si](C)(C)C)CN2[C@H](CCC2)C